NC1=CC=C(C=C1)CCN(C(OC(C)(C)C)=O)C tert-butyl N-[2-(4-aminophenyl)ethyl]-N-methylcarbamate